(2-(2-(bromomethyl)-4-fluorophenoxy)ethyl)carbamic acid tert-butyl ester C(C)(C)(C)OC(NCCOC1=C(C=C(C=C1)F)CBr)=O